NCCC1=NC=2C(=NC(=CC2)N2CCN(CC2)C(=O)C=2C=C(CC3=NNC(C4=CC=CC=C34)=O)C=CC2F)N1 4-(3-(4-(2-(2-aminoethyl)-3H-imidazo[4,5-b]pyridin-5-yl)piperazine-1-carbonyl)-4-fluoroBenzyl)phthalazin-1(2H)-one